(S)-3-amino-5-methyl-2,3-dihydropyrido[3,2-b][1,4]oxazepin-4(5H)-one N[C@@H]1C(N(C2=C(OC1)C=CC=N2)C)=O